C(#N)C1=CN=C2N1C(=CC(=C2)C=2N=NN(C2C)C2CC1(C2)CCN(CC1)C(=O)OC(C)(C)C)O tert-Butyl 2-[4-(3-cyano-5-hydroxy-imidazo[1,2-a]pyridin-7-yl)-5-methyl-triazol-1-yl]-7-azaspiro[3.5]nonane-7-carboxylate